O1COC2=C1C=CC(=C2)C(=O)N (1,3-benzodioxol-5-yl)carboxamide